8-methyl-1H,2H,3H-pyrido[2,3-b][1,4]oxazin CC1=CC=NC=2OCCNC21